(methyl-tetrahydrofuran-3-yl)-7H-pyrrolo[2,3-d]pyrimidine-6-carbonitrile CC1OCCC1C=1N=CC2=C(N1)NC(=C2)C#N